N1=CNCC1=O imidazol-5(3H)-one